p-dimethylaminobenzaldehyde CN(C)C1=CC=C(C=C1)C=O